CC=1C=C(C=C(C1O)C)C1=CC(=C(C(=C1)C)O)C 3,3',5,5'-tetramethyl(1,1'-biphenyl)-4,4'-diol